N-(4-(anthracene-9-ylethynyl)phenyl)-3,4,5-tris(2-(2-methoxyethoxy)ethoxy)benzamide C1=CC=CC2=CC3=CC=CC=C3C(=C12)C#CC1=CC=C(C=C1)NC(C1=CC(=C(C(=C1)OCCOCCOC)OCCOCCOC)OCCOCCOC)=O